NC1=CC=C2CN(C(C2=C1)=O)C1C(NC(CC1)=O)=O 3-(6-amino-1-oxo-isoindolin-2-yl)piperidine-2,6-dione